C1(CCC1)C=1N=NSC1CN1CC2(CN(C2)C(=O)N2CC3(C2)CC(C3)N3N=C(N=C3)C(F)(F)F)C1 [6-[(4-cyclobutylthiadiazol-5-yl)methyl]-2,6-diazaspiro[3.3]heptan-2-yl]-[6-[3-(trifluoromethyl)-1,2,4-triazol-1-yl]-2-azaspiro[3.3]heptan-2-yl]methanone